(1R)-5-[5-(propan-2-yl)-1,2,4-oxadiazol-3-yl]-2,3-dihydro-1H-inden-1-amine hydrochloride Cl.CC(C)C1=NC(=NO1)C=1C=C2CC[C@H](C2=CC1)N